COC(CCNC)=O N-methyl-β-alanine methyl ester